(S)-4-[2-(4-ethylthiazol-2-yl)-2-(4-oxo-4-phenylbutylamino)-ethyl]phenylaminosulfonic acid C(C)C=1N=C(SC1)[C@H](CC1=CC=C(C=C1)NS(=O)(=O)O)NCCCC(C1=CC=CC=C1)=O